ClC1=CC=C(C=C1)C(C(F)(F)F)(C)O 2-(4-chlorophenyl)-1,1,1-trifluoropropan-2-ol